lithium 2,4,6-triethylbenzenesulfinate C(C)C1=C(C(=CC(=C1)CC)CC)S(=O)[O-].[Li+]